3-(2-isopropylpyridin-3-yl)-1-methyl-4,5,6,7-tetrahydro-1H-pyrazolo[4,3-c]pyridine C(C)(C)C1=NC=CC=C1C1=NN(C2=C1CNCC2)C